ethyl 2,2'-(4-methoxybenzal)bis-acetoacetate COC1=CC=C(C(C(C(=O)[O-])C(=O)C)C(C(=O)OCC)C(=O)C)C=C1